3-[(1-{[(3R,4R)-1-(1H-benzotriazol-5-ylcarbonyl)-3-phenylpiperidin-4-yl]carbonyl}-4-hydroxypiperidin-4-yl)methyl]-7-methyl-3,7-dihydro-4H-pyrrolo[2,3-d]pyrimidin-4-one N1N=NC2=C1C=CC(=C2)C(=O)N2C[C@H]([C@@H](CC2)C(=O)N2CCC(CC2)(O)CN2C=NC1=C(C2=O)C=CN1C)C1=CC=CC=C1